FC1(CCN(CC1)CCOC1CN(CC1)C1=NC=NN2C1=CC(=C2)C=2C(=NC(=NC2)OC)OC)F 4-[3-[2-(4,4-difluoro-1-piperidyl)ethoxy]pyrrolidine-1-yl]-6-(2,4-dimethoxypyrimidin-5-yl)pyrrolo[2,1-f][1,2,4]triazine